COC=1C=C(C=CC1)C1=NC=CC=C1C=1C=C2C=NNC2=CC1 5-(2-(3-Methoxyphenyl)pyridin-3-yl)-1H-indazole